N-((1r,4r)-4-methoxycyclohexyl)-6-(1H-1,2,4-triazol-1-yl)pyrazine-2-carboxamide tert-Butyl-6-(hydroxymethyl)-1-methyl-3-azabicyclo[3.1.0]hexane-3-carboxylate C(C)(C)(C)OC(=O)N1CC2(C(C2C1)CO)C.COC1CCC(CC1)NC(=O)C1=NC(=CN=C1)N1N=CN=C1